3-[(1-methylnaphtho[1,2-d]thiazole-2-ylidene)acetyl]coumarin [[(1S,2S,4S)-2-[(tert-butoxycarbonylamino)methyl]-4-(2-hydroxyethyl)cyclohexyl]methyl]carbamate C(C)(C)(C)OC(=O)NC[C@@H]1[C@H](CC[C@@H](C1)CCO)CNC(O)=O.CN1C(SC2=C1C1=CC=CC=C1C=C2)=CC(=O)C=2C(OC1=CC=CC=C1C2)=O